CC1N(C(COC1)C)C(=O)Cl 3,5-dimethylmorpholine-4-carbonyl chloride